benzo[c]phenanthren-3-yl-boronic acid C1=CC(=CC=2C=CC=3C=CC=4C=CC=CC4C3C21)B(O)O